C(CCCCCCCCCCCCCCCCC)(=O)[O-].[Pb+2].C(CCCCCCCCCCCCCCCCC)(=O)[O-] lead stearate salt